N-(3-(1H-pyrazol-1-yl)benzyl)-N-(3-methoxybenzyl)-4-(piperidin-1-ylmethyl)aniline N1(N=CC=C1)C=1C=C(CN(C2=CC=C(C=C2)CN2CCCCC2)CC2=CC(=CC=C2)OC)C=CC1